2-[2-(propan-2-yl)pyridin-3-yl]-9H-purine CC(C)C1=NC=CC=C1C1=NC=C2N=CNC2=N1